1-[7-[4-[3-chloro-4-(difluoromethoxy)-2-fluoro-anilino]pyrido[3,2-d]pyrimidin-6-yl]-4,7-diazaspiro[2.5]octan-4-yl]prop-2-en-1-one ClC=1C(=C(NC=2C3=C(N=CN2)C=CC(=N3)N3CCN(C2(CC2)C3)C(C=C)=O)C=CC1OC(F)F)F